2-propyl-di-(1-hexyl)phosphine CC(C)P(CCCCCC)CCCCCC